FCC=1C=C(C=C(C1)CF)C=CC(C)=O 4-[3,5-bis(fluoromethyl)phenyl]but-3-en-2-one